N-(2-fluoro-6-iodophenyl)-N-methoxybenzamide FC1=C(C(=CC=C1)I)N(C(C1=CC=CC=C1)=O)OC